OC=1C2=C(N=CN1)C=NC(=N2)N2CCN(C1(CC1)C2)C(=O)OC(C)(C)C tert-butyl 7-(4-hydroxypyrimido[5,4-d]pyrimidin-6-yl)-4,7-diazaspiro[2.5]octane-4-carboxylate